methyl (S)-2-((4-(3-((4-cyano-2-fluorobenzyl) oxy) phenoxy) piperidin-1-yl) methyl)-1-(oxetan-2-ylmethyl)-1H-benzo[d]imidazole-6-carboxylate C(#N)C1=CC(=C(COC=2C=C(OC3CCN(CC3)CC3=NC4=C(N3C[C@H]3OCC3)C=C(C=C4)C(=O)OC)C=CC2)C=C1)F